6-[3-(tert-butyldimethylsilyl)oxylazetidin-1-yl]-5-chloropyrimidin-4-amine [Si](C)(C)(C(C)(C)C)OC1CN(C1)C1=C(C(=NC=N1)N)Cl